lactose monomethacrylate C(C(=C)C)(=O)O.OC1[C@H](O)[C@@H](O)[C@H](O[C@H]2[C@H](O)[C@@H](O)[C@@H](O)[C@H](O2)CO)[C@H](O1)CO